OC1=NC(=C2NC=NC2=N1)NCC1=C(C=CC=C1)OC 2-hydroxy-6-(2-methoxybenzylamino)purine